(2-((3-fluoro-4-(4-methyl-Piperazin-1-yl)phenyl)amino)-4-(((1s,4s)-4-(hydroxymethyl)cyclohexyl)amino)-7H-pyrrolo[2,3-d]pyrimidine-5-yl)(4-fluorophenyl)methanone FC=1C=C(C=CC1N1CCN(CC1)C)NC=1N=C(C2=C(N1)NC=C2C(=O)C2=CC=C(C=C2)F)NC2CCC(CC2)CO